C(C)(C)(C)NC1=CC(=C2C(=N1)C=C(S2)C2=CC=NN2)NCCC(C)(O)C 4-(5-(tert-butylamino)-2-(1H-pyrazol-5-yl)thieno[3,2-b]pyridin-7-ylamino)-2-methyl-2-butanol